ClC1=NC=C(C(=C1)N[C@H](CCO)C)C1=NC=C(C=N1)S(=O)(=O)C (S)-3-((2-chloro-5-(5-(methylsulfonyl)pyrimidin-2-yl)pyridin-4-yl)amino)butan-1-ol